2-(2-chloro-4-hydroxy-5-methyl-phenyl)-3,3,3-trifluoro-2-methyl-propanenitrile ClC1=C(C=C(C(=C1)O)C)C(C#N)(C(F)(F)F)C